NC=1C2=C(C(NN1)=O)N(C=C2C2=CC=C(CNC(C1=C(C=CC(=C1)F)OC)=O)C=C2)C2CCC2 N-(4-(4-amino-1-cyclobutyl-7-oxo-6,7-dihydro-1H-pyrrolo[2,3-d]pyridazin-3-yl)benzyl)-5-fluoro-2-methoxybenzamide